C(C1=CC=CC=C1)OC[C@@H](CF)OC1OCCCC1 2-(((S)-1-(benzyloxy)-3-fluoropropan-2-yl)oxy)tetrahydro-2H-pyran